OC1(CCN(C2(CC2)C1)C(=O)NC=1C(=NNC1)C1=CC2=C(C=N1)C=C(N2CC(F)(F)F)C)C(F)(F)F 7-Hydroxy-N-(3-(2-methyl-1-(2,2,2-trifluoroethyl)-1H-pyrrolo[3,2-c]pyridin-6-yl)-1H-pyrazol-4-yl)-7-(trifluoromethyl)-4-azaspiro[2.5]octane-4-carboxamide